N-(6-(5-chloro-6-fluoro-7-(1-propionamidoethyl)-1H-indazol-4-yl)imidazo[1,2-a]pyrazin-2-yl)-2-fluorocyclopropane-1-carboxamide ClC=1C(=C2C=NNC2=C(C1F)C(C)NC(CC)=O)C=1N=CC=2N(C1)C=C(N2)NC(=O)C2C(C2)F